C12CN(CC(CC1)N2)C2=CC=C1C[C@H](COC1=C2)NC(=O)C2=C(C=1C(=NC=C(C1)F)S2)N N-((3R)-7-(3,8-diazabicyclo[3.2.1]octan-3-yl)chroman-3-yl)-3-amino-5-fluorothieno[2,3-b]pyridine-2-carboxamide